4-(chlorosulfonyl)-6-fluoro-2,3-dihydro-1H-inden-1-yl acetate C(C)(=O)OC1CCC2=C(C=C(C=C12)F)S(=O)(=O)Cl